(2R)-1-(dimethylamino)propan-2-ol Methyl-N-(2-(4-(((allyloxy)carbonyl)amino)phenyl)thiazole-4-carbonyl)-O-(tert-butyldiphenylsilyl)-L-serinate CN([C@@H](CO[Si](C1=CC=CC=C1)(C1=CC=CC=C1)C(C)(C)C)C(=O)O[C@@H](CN(C)C)C)C(=O)C=1N=C(SC1)C1=CC=C(C=C1)NC(=O)OCC=C